6-methyl-2,4-heptanediol ditrimethylphenylglyoxylate CC1=C(C(=C(C=C1)C(C(=O)OC(C)CC(CC(C)C)OC(C(=O)C1=C(C(=C(C=C1)C)C)C)=O)=O)C)C